COC(=O)C1=CC2=C(OCC(N2C2COCC2)C)C=C1NC(=O)OC(C)(C)C 7-((tert-Butoxycarbonyl)amino)3-methyl-4-(tetrahydrofuran-3-yl)-3,4-dihydro-2H-benzo[b][1,4]oxazine-6-carboxylic acid methyl ester